10-Methoxy-7-thia-2,5-diazatricyclo[6.4.0.02,6]dodeca-1(8),3,5,9,11-pentaene-4-carboxylic acid COC1=CC=2SC3=NC(=CN3C2C=C1)C(=O)O